Tert-butyl (1S,2S,5R)-2-[(7-chloro-8-fluoro-4-hydroxy-2-methylsulfanyl-pyrido[4,3-d]pyrimidin-5-yl)oxymethyl]-3,8-diazabicyclo[3.2.1]octane-8-carboxylate ClC1=C(C=2N=C(N=C(C2C(=N1)OC[C@@H]1[C@@H]2CC[C@H](CN1)N2C(=O)OC(C)(C)C)O)SC)F